4-(1-methyl-4-piperidylamino)-1-(2,2,2-trifluoroethyl)indole CN1CCC(CC1)NC1=C2C=CN(C2=CC=C1)CC(F)(F)F